1-(trans-4-((4-(4-acetylphenyl)-5-cyanopyrimidin-2-yl)amino)cyclohexyl)-3-benzyl-1-(5-(1-methyl-1H-pyrazol-4-yl)pyridin-2-yl)urea C(C)(=O)C1=CC=C(C=C1)C1=NC(=NC=C1C#N)N[C@@H]1CC[C@H](CC1)N(C(=O)NCC1=CC=CC=C1)C1=NC=C(C=C1)C=1C=NN(C1)C